[F].C(C(=C)C)(=O)OC(C(C(C(C(C(C(CCC(F)(F)F)(F)F)(F)F)(F)F)(F)F)(F)F)(F)F)(F)F heptadecafluorodecyl methacrylate fluorine